C(#N)C=1C(=NC(=NC1)C=1C=NN(C1)C)N1[C@@H]2CN([C@@H](C1)C2)C=2C=C(C(=O)NC)C=CC2 3-{(1R,4S)-5-[5-cyano-2-(1-methyl-1H-pyrazol-4-yl)pyrimidin-4-yl]-2,5-diazabicyclo[2.2.1]hept-2-yl}-N-methylbenzamide